OC1=C(C(=O)C2=C(C=C(C=C2)OC(C)(C)C)O)C=CC(=C1)OCCC 2,2'-dihydroxy-4-n-propoxy-4'-tert-butoxybenzophenone